tert-butyl (2-(3,5-difluorophenyl)-5-oxopyrrolidin-1-yl)carbamate FC=1C=C(C=C(C1)F)C1N(C(CC1)=O)NC(OC(C)(C)C)=O